(S)-6-fluoro-8-methyl-7-((4-(methylsulfonyl)phenyl)(pyridin-4-yl)methoxy)chroman-4-one FC=1C=C2C(CCOC2=C(C1O[C@H](C1=CC=NC=C1)C1=CC=C(C=C1)S(=O)(=O)C)C)=O